C(#N)C1=CC=C(C=C1)C(CC=C)(C1=CC=CC=C1)NC(C1=CC=CC=C1)=O N-(1-(4-cyanophenyl)-1-phenylbut-3-en-1-yl)benzamide